1-(6-(4-(Dimethoxymethyl)piperidin-1-yl)-1-methyl-1H-indazol-3-yl)dihydropyrimidine-2,4(1H,3H)-dione COC(C1CCN(CC1)C1=CC=C2C(=NN(C2=C1)C)N1C(NC(CC1)=O)=O)OC